(4-(6-methylpyridin-3-yl)phenyl)pyrimidine CC1=CC=C(C=N1)C1=CC=C(C=C1)C1=NC=CC=N1